(diisopropoxyaluminium) phosphate P(=O)([O-])([O-])[O-].C(C)(C)O[Al+3]OC(C)C